O(C)C1=C(C=CC=O)C=CC=C1 2-methoxyl-cinnamaldehyde